(R)-1-(4-((5-(1-(3,3-difluorocyclobutyl)-1H-benzo[d][1,2,3]triazol-6-yl)-6-fluoro-4-methoxypyrrolo[2,1-f][1,2,4]triazin-2-yl)amino)-3,3-difluoropiperidin-1-yl)ethan-1-one-2,2,2-d3 FC1(CC(C1)N1N=NC2=C1C=C(C=C2)C=2C(=CN1N=C(N=C(C12)OC)N[C@H]1C(CN(CC1)C(C([2H])([2H])[2H])=O)(F)F)F)F